8-(perfluoroethyl)-1,4-dioxaspiro[4.5]decan-8-ol FC(C(F)(F)F)(C1(CCC2(OCCO2)CC1)O)F